CC1C=NNCC1 4-methyl-1,4,5,6-tetrahydropyridazine